(3E)-5-methoxy-2-methyl-4-(trifluoromethyl)pyrazole-3-carbaldehyde oxime COC=1C(=C(N(N1)C)C=NO)C(F)(F)F